(S)-N1-ethyl-5-(3-methylbenzofuran-2-carboxamido)-2-oxo-N6-(2-oxo-1-(2-oxo-2-((1R,2S,4R)-1,7,7-trimethylbicyclo[2.2.1]heptan-2-ylamino)ethyl)-1,2-dihydropyridin-3-yl)hexanediamide C(C)NC(C(CC[C@@H](C(=O)NC=1C(N(C=CC1)CC(N[C@@H]1[C@@]2(CC[C@H](C1)C2(C)C)C)=O)=O)NC(=O)C=2OC1=C(C2C)C=CC=C1)=O)=O